N-(4-([1,2,4]triazolo[1,5-c]pyrimidin-7-yl-oxy)-3-methylphenyl)-7-meth-oxyquinazolin-4-amine N=1C=NN2C=NC(=CC21)OC2=C(C=C(C=C2)NC2=NC=NC1=CC(=CC=C21)OC)C